N-[5-(2,2-difluoroethoxy)-4,6-dimethoxy-pyrimidin-2-yl]-6-fluoro-7-pyrazin-2-yl-1H-indole-3-sulfonamide FC(COC=1C(=NC(=NC1OC)NS(=O)(=O)C1=CNC2=C(C(=CC=C12)F)C1=NC=CN=C1)OC)F